C(C)OC1=NC=CC=C1C1=NC(=C(C=C1)N1[C@@H](CN(CC1)C(=O)C=1C(=NC(=CC1)OCC)C(F)(F)F)CC)O[C@@H]1CNCC1 2'-ethoxy-5-[(2R)-4-[6-ethoxy-2-(trifluoromethyl)pyridine-3-carbonyl]-2-ethylpiperazin-1-yl]-6-[(3S)-pyrrolidin-3-yloxy]-2,3'-bipyridine